ClC=1C=C(C=C(C1N1C(CCC1)=O)Cl)C=1C(=C(C=CC1)C1=CC(=C(C=C1)NC(C)=O)OC)O N-(3'',5''-dichloro-2'-hydroxy-3-methoxy-4''-(2-oxopyrrolidin-1-yl)-[1,1':3',1''-terphenyl]-4-yl)acetamide